O[C@H](CC(=O)OC(C)(C)C)C=C tert-Butyl (R)-3-hydroxypent-4-enoate